CN1C(C2=CC=C(C=C2C1)N1C2=C(OCC1)C=C(C=N2)C(=O)N2CCCCC2)=O 2-methyl-5-(7-(piperidine-1-carbonyl)-2,3-dihydro-4H-pyrido[3,2-b][1,4]oxazin-4-yl)isoindolin-1-one